ClC1=NC=C(C(=C1)N1C[C@@H](CCC1)C(=O)N)I (R)-1-(2-chloro-5-iodopyridin-4-yl)piperidin-3-carboxamide